3-(2-bromo-3-methyl-phenyl)butan-2-one BrC1=C(C=CC=C1C)C(C(C)=O)C